ClC1=C(C(=CC=C1)Cl)C1(OC(=C(C1=O)O)N)C 2-(2,6-dichlorophenyl)-2-methyl-4-hydroxy-5-amino-3(2H)-furanone